C12CN(CC2C1)C1=NC=C(C(=N1)CO)CN1C=NC(=C1)C(=O)N[C@@H]1CCC=2N(C=NC21)C 1-[(2-{3-Azabicyclo[3.1.0]hex-3-yl}-4-(hydroxymethyl)pyrimidin-5-yl)methyl]-N-[(4R)-1-methyl-1H,4H,5H,6H-cyclopenta[d]imidazol-4-yl]-1H-imidazole-4-carboxamide